C(C)(C)OC(OC(C)C)N(C)C 1,1-diisopropyloxy-N,N-dimethyl-methylamine